NC1=NC(=C2NC(=NC2=N1)N)N 2,6,8-triaminopurine